5-[(1,3-dioxoisoindolin-2-yl)methyl]-3,3-dimethyl-4-oxo-piperidine-1-carboxylic acid benzyl ester C(C1=CC=CC=C1)OC(=O)N1CC(C(C(C1)CN1C(C2=CC=CC=C2C1=O)=O)=O)(C)C